1-amino-1-cyclohexanecarboxylic acid NC1(CCCCC1)C(=O)O